2-amino-3-iodo-5-(3-oxetanyl)oxypyridine NC1=NC=C(C=C1I)OC1COC1